C(C=C)(=O)N1[C@@H](CN(CC1)C1=C(C(=NC2=C(C(=C(C=C12)Cl)C1=CC=C(C2=C1N=C(S2)N)F)F)C2=CC(=CC=C2)CN(C)C)C#N)C 4-((R)-4-Acryloyl-3-methylpiperazin-1-yl)-7-(2-amino-7-fluorobenzo[d]thiazol-4-yl)-6-chloro-2-(3-((Dimethylamino)methyl)phenyl)-8-fluoroquinoline-3-carbonitrile